P(=O)(OCC(CBr)Br)(OCC(CBr)Br)OCC(CBr)Br tris-(2,3-dibromopropyl) phosphate